Cl.N1[C@@H](CCCC1)C(C)NC(=O)C1=CN(CCS1)C=1C2=C(N=CN1)NC=C2 N-(1-((S)-piperidin-2-yl)ethyl)-4-(7H-pyrrolo[2,3-d]pyrimidin-4-yl)-3,4-dihydro-2H-1,4-thiazine-6-carboxamide hydrochloride